ClC1=CC=C(C=C1)C(OC(=O)N[C@@H](CC(C)C)C(=O)O)C1(CC1)C1=CC(=CC=C1)Cl (((4-Chlorophenyl)(1-(3-chlorophenyl)cyclopropyl)methoxy)carbonyl)-L-leucine